6-(4-((4-(tert-butyl)piperidin-1-yl)methyl)benzyl)-2-oxobenzo[cd]indol C(C)(C)(C)C1CCN(CC1)CC1=CC=C(CC=2C=3C4=C(C(NC4=CC2)=O)C=CC3)C=C1